C(#C)C1=C(C(N(C=2N=C(N=CC21)NC2=CC=C(C=C2)N2CCN(CC2)C)CC=2C=NN(C2)C)=O)C 5-Ethynyl-6-methyl-2-{[4-(4-methylpiperazin-1-yl)phenyl]amino}-8-[(1-methylpyrazol-4-yl)methyl]pyrido[2,3-d]pyrimidin-7-one